2-(1-(4-amino-3-(4-methoxyphenyl)-1H-pyrazolo[3,4-d]pyrimidin-1-yl)propyl)-3-cyclopropyl-6-fluoroquinazolin-4(3H)-one NC1=C2C(=NC=N1)N(N=C2C2=CC=C(C=C2)OC)C(CC)C2=NC1=CC=C(C=C1C(N2C2CC2)=O)F